CC1(CN(C=2C1=NC=CC2)C2=CC(=NC=N2)NC2=CC(=C(C=C2OC)N2[C@H](CCC2)CN(C)C)N)C (R)-N1-(6-(3,3-dimethyl-2,3-dihydro-1H-pyrrolo[3,2-b]pyridin-1-yl)pyrimidin-4-yl)-4-(2-((dimethylamino)methyl)pyrrolidin-1-yl)-6-methoxybenzene-1,3-diamine